benzyl N-[3-(7-bromo-4-fluoro-benzimidazol-1-yl)-2-hydroxy-propyl]carbamate BrC1=CC=C(C2=C1N(C=N2)CC(CNC(OCC2=CC=CC=C2)=O)O)F